2-(4-chlorophenyl)-2-oxoethyl-2-chloro-5-(1,3-dioxo-1,3,4,5,6,7-hexahydro-2H-isoindole-2-yl)-4-fluorobenzoate ClC1=CC=C(C=C1)C(COC(C1=C(C=C(C(=C1)N1C(C=2CCCCC2C1=O)=O)F)Cl)=O)=O